4-(4-((4-(methylsulfonamido)benzyl)oxy)phenyl)-N-(3-phenoxypropyl)-1H-imidazole-1-carboxamide CS(=O)(=O)NC1=CC=C(COC2=CC=C(C=C2)C=2N=CN(C2)C(=O)NCCCOC2=CC=CC=C2)C=C1